Cl.FC(C1=C(N)C=CC=C1)F 2-(difluoromethyl)aniline-hydrochloride